BrCC1=CC=C(CNC(OC(C)(C)C)=O)C=C1 tert-butyl N-[4-(bromomethyl)benzyl]carbamate